The molecule is a monomethoxyflavanone that is (2S)-7-methoxyflavanone substituted at position 8 by a tetrahydrofuran ring which in turn is substituted by geminal methyl groups at position 2, an acetoxy group at position 3 and a hydroxy group at position 5. Isolated from Tephrosia purpurea, it exhibits antineoplastic activity. It has a role as an antineoplastic agent and a plant metabolite. It is a monomethoxyflavanone, an acetate ester, a member of oxolanes and a secondary alcohol. CC(=O)O[C@H]1[C@H]([C@H](OC1(C)C)O)C2=C(C=CC3=C2O[C@@H](CC3=O)C4=CC=CC=C4)OC